2-(2,6-difluorophenyl)-3,4-dihydropyrazol-5-amine FC1=C(C(=CC=C1)F)N1N=C(CC1)N